OC(CCC(=O)O)CCCCCCCC 4-Hydroxy-dodecanoic acid